OCC=1OC(=C(C1O)O)OC 2-(hydroxymethyl)-5-methoxyfuran-3,4-diol